ClC=1C=NC=C(C1[C@@H](C)OC=1C=C2C(=NNC2=CC1)C=1C=C(C(=NC1)N1CCC(CC1)C(C)(C)O)C#N)Cl 5-[5-[(1R)-1-(3,5-dichloro-4-pyridyl)ethoxy]-1H-indazol-3-yl]-2-[4-(1-hydroxy-1-methyl-ethyl)-1-piperidyl]pyridine-3-carbonitrile